(3-((ethoxycarbonyl)amino)phenyl)boronic acid C(C)OC(=O)NC=1C=C(C=CC1)B(O)O